1-vinyl-4-(trimethoxysilyl)benzene C(=C)C1=CC=C(C=C1)[Si](OC)(OC)OC